NC1=C(C(N(C(=N1)N1CCC2(CC1)[C@@H](C1=CC=CC=C1C2)N)C)=O)SC2=C(C=CC=C2)S(=O)(=O)C (S)-6-amino-2-(1-amino-1,3-dihydrospiro[indene-2,4'-piperidine]-1'-yl)-3-methyl-5-((2-(methylsulfonyl)phenyl)thio)pyrimidin-4(3H)-one